Methyl (2S)-2-((tert-butoxycarbonyl)amino)-3-(2-carbonyl-1-((2-(trimethylsilyl)ethoxy)methyl)-2,3-dihydro-1H-pyrrolo[2,3-b]pyridin-3-yl)propionate C(C)(C)(C)OC(=O)N[C@H](C(=O)OC)CC1C(N(C2=NC=CC=C21)COCC[Si](C)(C)C)=C=O